amyl cyclohexanecarboxylate C1(CCCCC1)C(=O)OCCCCC